BrC=1C=C2C(=NNC2=C(C1)C(=O)N[C@@H](C)C1=NC=CN=C1C1=NC=C(C=C1)C#N)I 5-bromo-N-[(1S)-1-[3-(5-cyano-2-pyridyl)pyrazin-2-yl]ethyl]-3-iodo-1H-indazole-7-carboxamide